NC1=NC=NN2C1=C(C=C2C=2C=C(C(=C(C(=O)N[C@@H]1CN(C[C@@H]1F)C(=O)C1CC(C1)(F)F)C2)Cl)C)C(F)(F)F 5-[4-amino-5-(trifluoromethyl)pyrrolo[2,1-f][1,2,4]triazin-7-yl]-2-chloro-N-[(3R,4S)-1-(3,3-difluorocyclobutanecarbonyl)-4-fluoropyrrolidin-3-yl]-3-methylbenzamide